S1C=NC2=C1C=C(C=C2)NC2=NC=NC1=CC(=CC(=C21)O[C@H](C)C2COC2)Br N-(1,3-benzothiazol-6-yl)-7-bromo-5-[(1R)-1-(oxetan-3-yl)ethoxy]quinazolin-4-amine